butyl-glycine C(CCC)NCC(=O)O